C(CCN1CCC(CC1)C1=CC=C(N)C=C1)N1CCC(CC1)C1=CC=C(N)C=C1 4,4'-propane-1,3-diylbis(piperidine-1,4-diyl)dianiline